2-{[4-({3-[(2,4-dichlorophenoxy)methyl]phenyl}methyl)piperidin-1-yl]methyl}-1-{[(2S)-oxolan-2-yl]methyl}-1H-1,3-benzodiazole-6-carboxylic acid ClC1=C(OCC=2C=C(C=CC2)CC2CCN(CC2)CC2=NC3=C(N2C[C@H]2OCCC2)C=C(C=C3)C(=O)O)C=CC(=C1)Cl